C(#N)C=1C(=NC=CC1)C(C(=O)NC(C(=O)O)CCN(CCCCC1=NC=2NCCCC2C=C1)CC(CF)OC)C 2-[[2-(3-cyano-2-pyridyl)propanoyl]amino]-4-[[3-fluoro-2-methoxy-propyl]-[4-(5,6,7,8-tetrahydro-1,8-naphthyridin-2-yl)butyl]amino]butanoic acid